5-((4-chlorobenzyl)oxy)-2-(4-(trifluoromethyl)pyrimidin-2-yl)phenol ClC1=CC=C(COC=2C=CC(=C(C2)O)C2=NC=CC(=N2)C(F)(F)F)C=C1